N-[3-(benzylsulfonyloxy)phenyl]-N'-[3-(ethylsulfonyloxy)phenyl]urea C(C1=CC=CC=C1)S(=O)(=O)OC=1C=C(C=CC1)NC(=O)NC1=CC(=CC=C1)OS(=O)(=O)CC